BrC=1C=CC=2C3(C4=CC=C(C=C4OC2C1)Br)OC(C1=CC=C(C=C13)C(=O)OC(C)(C)C)=O tert-butyl 3',6'-dibromo-3-oxo-3H-spiro[isobenzofuran-1,9'-xanthene]-6-carboxylate